Citraconat C(\C(\C)=C/C(=O)[O-])(=O)[O-]